FC(C1=NN=C(O1)C1=CC=C(CC=2N=NN(C2)C=2C=CC(=NC2)N)C=C1)F 5-(4-(4-(5-(Difluoromethyl)-1,3,4-oxadiazol-2-yl)benzyl)-1H-1,2,3-triazol-1-yl)pyridin-2-amine